3-methyl-benzamide CC=1C=C(C(=O)N)C=CC1